ClC=1C2=C(N=C(N1)C=1C(=C(C(=O)OCC3=CC(=C(C=C3)OC)OC)C=CC1)[C@H]1[C@@H](NC1)C)CCC2 (3,4-dimethoxyphenyl)methanol (2S,3R)-1-(4-chloro-6,7-dihydro-5H-cyclopenta[d]pyrimidin-2-yl)-2-methylazetidin-3-yl-benzoate